OC1=CC=C(CNC2=C(C=CC=C2)O)C=C1 2-((4-hydroxybenzyl)amino)phenol